BrC=1N=CC(=NC1)N(CC1=CC=C(C=C1)OC)CC1=CC=C(C=C1)OC 5-bromo-N,N-bis(4-methoxybenzyl)pyrazin-2-amine